ClC1=CC(=C2C(=N1)C1(OCC2)COCC1)OCC1CN(C1)C 2'-chloro-4'-((1-methylazetidin-3-yl)methoxy)-4,5,5',6'-tetrahydro-2H-spiro[furan-3,8'-pyrano[3,4-b]pyridine]